FC([Si](Cl)(Cl)C(C(C(C(C(C(C(C(F)(F)F)(F)F)(F)F)(F)F)(F)F)(F)F)(F)F)(F)F)(F)F perfluorooctylmethyldichlorosilane